FC=1C=C(C=CC1)[C@@H](C12CCC(CC1)(N2)CC2=CC=C(C=C2)NS(=O)(=O)C)O N-(4-((4-((S)-(3-Fluorophenyl)(hydroxy)methyl)-7-azabicyclo[2.2.1]-heptan-1-yl)methyl)phenyl)methanesulfonamide